F[P-](F)(F)(F)(F)F.S1C(=NC2=C1C=CC=C2)C2=CC=[N+](C=C2)CCC[N+](C)(C)C.F[P-](F)(F)(F)(F)F 4-(benzo[d]thiazol-2-yl)-1-(3-(trimethylammonio)propyl)pyridin-1-ium hexafluorophosphate